4-[(3-methanesulfonylpyridin-2-yl)amino]-6-{[4-(methoxymethyl)pyridin-2-yl]amino}-N-(2H3)methylpyridazine-3-carboxamide CS(=O)(=O)C=1C(=NC=CC1)NC1=C(N=NC(=C1)NC1=NC=CC(=C1)COC)C(=O)NC([2H])([2H])[2H]